(((Rel-(3R,6S)-1-((2-(dimethylamino)ethoxy)carbonyl)-2,3,6,7-tetrahydro-1H-azepine-3,6-diyl)bis(oxy))bis(2-oxoethane-2,1-diyl))bis(propane-2,1,3-triyl) tetranonanoate C(CCCCCCCC)(=O)OCC(COC(CCCCCCCC)=O)CC(=O)O[C@H]1CN(C[C@H](C=C1)OC(CC(COC(CCCCCCCC)=O)COC(CCCCCCCC)=O)=O)C(=O)OCCN(C)C |o1:29,33|